[N+](=O)([O-])C=1N=C2OC[C@H](CN2C1)NC1CCNCC1 (S)-2-nitro-N-(piperidin-4-yl)-6,7-dihydro-5H-imidazo[2,1-b][1,3]oxazin-6-amine